C(C)OB1OC(C2=NC(=CC=C21)NC2=NC=C(C(=N2)N[C@H](CO)C2=CC=CC=C2)C=2OC=NN2)(C)C (S)-2-((2-((1-ethoxy-3,3-dimethyl-1,3-dihydro-[1,2]oxaborolo[4,3-b]pyridin-5-yl)amino)-5-(1,3,4-oxadiazol-2-yl)pyrimidin-4-yl)amino)-2-phenylethan-1-ol